BrC=1C(N(C(NC1N[C@@H](C)C1=CC=CC=C1)=O)C(C)C)=O (S)-5-bromo-3-isopropyl-6-((1-phenylethyl)amino)pyrimidine-2,4(1h,3h)-dione